COC=1C=C(C=CC1)[C@@H](C)NC(=O)N1CCN(CC1)C(=O)OC(C)(C)C tert-butyl (R)-4-((1-(3-methoxyphenyl)ethyl)carbamoyl)piperazine-1-carboxylate